NC=1C=C2C(=C(C(=NC2=CC1OCC)C)C#N)NC1=CC(=C(C=C1)OCC=1C=NC(=CC1)C(C)C)Cl 6-amino-4-((3-chloro-4-((6-isopropylpyridin-3-yl)methoxy)phenyl)amino)-7-ethoxy-2-methylquinoline-3-carbonitrile